4-(trans-3-(5-cyclopentylisoxazol-3-yl)-2,2-dimethylcyclopropyl)benzenesulfonamide C1(CCCC1)C1=CC(=NO1)[C@@H]1C([C@H]1C1=CC=C(C=C1)S(=O)(=O)N)(C)C